2-[2-fluoro-4-(4-hydroxy-piperidine-1-carbonyl)phenyl]-4-[[5-(4-hydroxy-1-piperidyl)-2-pyridyl]amino]-6H-1,6-naphthyridin-5-one FC1=C(C=CC(=C1)C(=O)N1CCC(CC1)O)C1=NC=2C=CNC(C2C(=C1)NC1=NC=C(C=C1)N1CCC(CC1)O)=O